ClC1=CC=C2C(=CNC2=C1C(F)(F)F)S(=O)(=O)NC1=NC(=C(C=C1F)C)F 6-chloro-N-(3,6-difluoro-5-methylpyridin-2-yl)-7-(trifluoromethyl)-1H-indole-3-sulfonamide